methyl 2-(4-((((4-azido-2,3,5,6-tetrafluorobenzyl)oxy)carbonyl)amino)phenyl)-2-hydroxyacetate N(=[N+]=[N-])C1=C(C(=C(COC(=O)NC2=CC=C(C=C2)C(C(=O)OC)O)C(=C1F)F)F)F